3-Bromo-N-[2,4-dichloro-6-(methyl-carbamoyl)phenyl]-1-(3,5-dichloro-2-pyridyl)-1H-pyrazole-5-carboxamide BrC1=NN(C(=C1)C(=O)NC1=C(C=C(C=C1C(NC)=O)Cl)Cl)C1=NC=C(C=C1Cl)Cl